(2S)-N-[(trans)-4-(azetidin-1-yl)-3,4-dihydro-2H-1-benzopyran-3-yl]-2-(4-fluorophenyl)propanamide N1(CCC1)[C@H]1[C@@H](COC2=C1C=CC=C2)NC([C@@H](C)C2=CC=C(C=C2)F)=O